FC=1C(=C(C=CC1)NC1=C(NC2=C1C(NCC2)=O)C2=C(C=NC=C2)O)OC 3-((3-fluoro-2-methoxyphenyl)amino)-2-(3-hydroxypyridin-4-yl)-6,7-dihydro-1H-pyrrolo[3,2-c]pyridin-4(5H)-one